ClC1=C(C=2N=C(N=C(C2C=N1)N1C[C@@H](N(CC1)C(=O)OCC1=CC=CC=C1)CC#N)OC[C@H]1N(CC(C1)(F)F)C)F benzyl (2S)-4-[7-chloro-2-[[(2S)-4,4-difluoro-1-methyl-pyrrolidin-2-yl]methoxy]-8-fluoro-pyrido[4,3-d]pyrimidin-4-yl]-2-(cyanomethyl)piperazine-1-carboxylate